[C@@H]12N[C@@H](C[C@H]2C1)C(=O)OCC1=CC=CC=C1 (1R,3S,5R)-benzyl 2-azabicyclo[3.1.0]hexane-3-carboxylate